6-(4-(5-((4-methoxypiperidin-1-yl)methyl)pyridin-2-yl)phenyl)-1,4-dimethyl-2-(4-(methylsulfonyl)phenyl)-1H-imidazo[4,5-c]pyridine COC1CCN(CC1)CC=1C=CC(=NC1)C1=CC=C(C=C1)C1=CC2=C(C(=N1)C)N=C(N2C)C2=CC=C(C=C2)S(=O)(=O)C